Boc-(3S)-1,2,3,4-tetrahydro-β-carboline-3-carboxylic acid C(=O)(OC(C)(C)C)C1N[C@@H](CC=2C3=CC=CC=C3NC12)C(=O)O